C(#N)C1N(CCC1)C(C=CC=1C(=NN2C1N(C(C(=C2O)C(=O)NC2CC2)=O)CC(C)C)C)=O 3-(2-Cyanopyrrolidin-1-yl)-3-oxoprop-1-en-1-yl-N-cyclopropyl-7-hydroxy-4-isobutyl-2-methyl-5-oxo-4,5-dihydropyrazolo[1,5-a]pyrimidine-6-carboxamide